CN1N=C(C2=CC=CC(=C12)NC[C@H]1NCCC1)C1C(NC(CC1)=O)=O 3-(1-methyl-7-((((S)-pyrrolidin-2-yl)methyl)amino)-1H-indazol-3-yl)piperidine-2,6-dione